CC1=CC=CC(=N1)N1NC=C(C1)C1=NC2=CC=CN=C2C=C1 (2-(6-methylpyridin-2-yl)-1H-pyrazol-4-yl)-1,5-naphthyridine